Cl.OCCN1CCC(CC1)C1=CC=C(C=C1)C(=O)NC1=NC=CC(=C1)OC=1C=C2C=CN(C2=CC1OCCOC)C(=O)NC 5-({2-[({4-[1-(2-hydroxyethyl)piperidin-4-yl]phenyl}carbonyl)amino]pyridin-4-yl}oxy)-6-(2-methoxyethoxy)-N-methyl-1H-indole-1-carboxamide hydrochloride salt